(5aR,5bS,7aS,10aS,10bR,12S,12aS)-12-hydroxy-2,5a,7a-trimethyl-4,5,5a,5b,6,7,7a,9,10,10a,10b,11,12,12a-tetradecahydro-8H-cyclopenta[7,8]phenanthro[2,1-d]thiazol-8-one O[C@H]1C[C@H]2[C@H]3[C@](CC[C@@H]2[C@]2(CCC=4N=C(SC4[C@H]12)C)C)(C(CC3)=O)C